BrC1=C(OCC2=CN=NC=C2)C=CC=C1Cl 4-[(2-bromo-3-chloro-phenoxy)methyl]pyridazine